N-(2-([1,2,4]triazolo[1,5-a]pyridin-6-yl)-5-(2-chloro-5-fluorophenyl)-6-(4-methoxybenzyl)-7-oxo-6,7-dihydro-5H-pyrrolo[3,4-b]pyridin-4-yl)-3-fluoro-5-(trifluoromethyl)benzamide N=1C=NN2C1C=CC(=C2)C2=CC(=C1C(=N2)C(N(C1C1=C(C=CC(=C1)F)Cl)CC1=CC=C(C=C1)OC)=O)NC(C1=CC(=CC(=C1)C(F)(F)F)F)=O